OC1=C(C(=O)OCCCCCCCCCCCCCCCCCCCCCCCCCCCCCC)C=CC=C1 tricontyl hydroxybenzoate